C1=CC=CC2=CC3=CC4=CC5=CC=CC=C5C=C4C=C3C=C12 Pentacene